8-[6-(1-cyanomethyl-1H-pyrazol-4-yl)-7-difluoromethyl-3,4-dihydro-2H-quinolin-1-yl]-[1,7]naphthyridine-6-carboxylic acid ethyl ester C(C)OC(=O)C=1C=C2C=CC=NC2=C(N1)N1CCCC2=CC(=C(C=C12)C(F)F)C=1C=NN(C1)CC#N